(3S)-5-chloro-N-(3-{8-ethyl-2-[(1-ethylpiperidin-4-yl)amino]quinazolin-6-yl}-2,4-difluorophenyl)-3-hydroxy-2,3-dihydro-1-benzofuran-7-sulfonamide ClC=1C=C(C2=C([C@@H](CO2)O)C1)S(=O)(=O)NC1=C(C(=C(C=C1)F)C=1C=C2C=NC(=NC2=C(C1)CC)NC1CCN(CC1)CC)F